CC1=NC(=NC(=C1)C)C=1C[C@@H]2[C@@H](CNC2)C1 (3aR,6aS)-5-(4,6-dimethylpyrimidin-2-yl)-1,2,3,3a,4,6a-hexahydrocyclopenta[c]pyrrole